6-Chloro-N-(1-methylpiperidin-4-yl)-2-(4-{4-[(6-methylpyridin-3-yl)methyl]piperazin-1-yl}phenyl)-3H-imidazo[4,5-b]pyridin-7-amine ClC=1C(=C2C(=NC1)NC(=N2)C2=CC=C(C=C2)N2CCN(CC2)CC=2C=NC(=CC2)C)NC2CCN(CC2)C